FC1=C(OC2=CC=C(C=C2)C=2N=C(N3C2C=NC=C3OCCC)[C@H]3CN(CC3)C(C#CC)=O)C=CC=C1OC (R)-1-(3-(1-(4-(2-fluoro-3-methoxyphenoxy)phenyl)-5-propoxyimidazo[1,5-a]pyrazin-3-yl)pyrrolidin-1-yl)but-2-yn-1-one